2,4-dihydroxy-2',4'-dimethylbenzophenone OC1=C(C(=O)C2=C(C=C(C=C2)C)C)C=CC(=C1)O